(2-fluoro-6-methoxypyridin-3-yl)boronic acid FC1=NC(=CC=C1B(O)O)OC